tert-Butyl 4H,5H,6H,7H-furo[3,2-c]pyridine-5-carboxylate O1C=CC=2CN(CCC21)C(=O)OC(C)(C)C